2-carbonyl-4-(hydroxymethylphosphono)-butyric acid C(=O)=C(C(=O)O)CCP(=O)(OCO)O